C=CCCCC=C hepta-1,6-diene